OCC1(CN(C1)C(C)=O)C (3-(hydroxymethyl)-3-methylazetidin-1-yl)ethan-1-one